5-chloro-4-(trifluoromethyl)-2-vinyl-pyrimidine ClC=1C(=NC(=NC1)C=C)C(F)(F)F